C(C)(C)(C)C(C(=O)O)OCCCCOC1=CC=C(C=C1)C1CCN(CC1)C=1CCC=2N(N1)C(=NN2)C2=CC=C(C=C2)C(F)(F)F.C(C)(=O)O acetate (tert-butyl 2-(4-(4-(1-(3-(4-(trifluoromethyl)phenyl)-7,8-dihydro-[1,2,4]triazolo[4,3-b]pyridazin-6-yl)piperidin-4-yl)phenoxy)butoxy)acetate)